FC1=C(C=CC=C1)NC(=O)N1CC(CCC1)C1=NC(=C2N1C=C(C=C2)OC)C2=CC(=CC=C2)OC N-(2-fluorophenyl)-3-(6-methoxy-1-(3-methoxyphenyl)imidazo[1,5-a]pyridin-3-yl)piperidine-1-carboxamide